N1(CCC1)C1=CC=CC(=N1)C1=NC2=CC(=NC=C2C=C1)CNC(=O)C1=CC2=C(COCCS2(=O)=O)C=C1 N-[[2-[6-(azetidin-1-yl)-2-pyridyl]-1,6-naphthyridin-7-yl]methyl]-1,1-dioxo-3,5-dihydro-2H-4,1λ6-benzoxathiepine-8-carboxamide